tert-butyl-2-(1-(2-ethyl-6-(1-methyl-5-(((tetrahydro-2H-pyran-2-yl)oxy)methyl)-1H-1,2,3-triazol-4-yl)-pyridin-3-yl)-5,5-difluoropiperidin-3-yl)acetate C(C)(C)(C)OC(CC1CN(CC(C1)(F)F)C=1C(=NC(=CC1)C=1N=NN(C1COC1OCCCC1)C)CC)=O